benzyl (3R,5S)-3-benzyloxy-5-methyl-4-oxo-piperidine-1-carboxylate C(C1=CC=CC=C1)O[C@@H]1CN(C[C@@H](C1=O)C)C(=O)OCC1=CC=CC=C1